p-Tolylsulfonylcyanid C1(=CC=C(C=C1)S(=O)(=O)C#N)C